CC1=C(C(=CC=2N1N=CN2)C)NC2=CC1=C(C=N2)N(C(N1C1CCOCC1)=O)C 6-((5,7-dimethyl-[1,2,4]triazolo[1,5-a]pyridin-6-yl)amino)-3-methyl-1-(tetrahydro-2H-pyran-4-yl)-1,3-dihydro-2H-imidazo[4,5-c]pyridin-2-one